Cl.CC=1N=CSC1C1=CC=C(C=C1)C(C)N (4-(4-methylthiazol-5-yl)phenyl)ethan-1-amine hydrochloride